ClC1=CC(=C(C=C1)[C@]1(OC(C2=C(O1)C=CC=C2)C2CCN(CC2)CC2=NC1=C(N2C[C@@H](O)CC)SC(=C1)C(=O)OCC)C)F ethyl 2-((4-((S)-2-(4-chloro-2-fluorophenyl)-2-methylbenzo[d][1,3]dioxan-4-yl) piperidin-1-yl) methyl)-3-(((S)-oxabutan-2-yl) methyl)-3H-thieno[2,3-d]imidazole-5-carboxylate